FC=1C=C2C(=NC(=NC2=CC1)NC1=C(C=C(C=C1)F)F)NC1=NNC(=C1)C1CC1 6-fluoro-N4-(5-cyclopropyl-1H-pyrazol-3-yl)-N2-(2,4-difluorophenyl)quinazoline-2,4-diamine